3-chloro-4-(4-(dimethylamino)-2-azabicyclo[2.1.1]hexan-2-yl)-2,6-difluoro-N-(6-fluoropyridin-2-yl)benzenesulfonamide ClC=1C(=C(C(=CC1N1C2CC(C1)(C2)N(C)C)F)S(=O)(=O)NC2=NC(=CC=C2)F)F